(Z)-1-(2-fluoro-4-(1-(4-((trifluoromethyl)sulfonyl)phenyl)-1H-imidazol-4-yl)phenyl)-3-(3-(2-(1-methoxyethyl)-5-methylphenyl)-4-oxothiazolidin-2-ylidene)urea FC1=C(C=CC(=C1)C=1N=CN(C1)C1=CC=C(C=C1)S(=O)(=O)C(F)(F)F)NC(=O)\N=C\1/SCC(N1C1=C(C=CC(=C1)C)C(C)OC)=O